N,N'-(1,4-Phenylenebis(methylene))bis(1-(3-methoxyphenyl)-N-methylmethanamine) C1(=CC=C(C=C1)CN(CC1=CC(=CC=C1)OC)C)CN(CC1=CC(=CC=C1)OC)C